5-bromo-N-(2,6-dimethylhept-5-en-1-yl)-2-nitroaniline BrC=1C=CC(=C(NCC(CCC=C(C)C)C)C1)[N+](=O)[O-]